FC(C1=CC=C(CNC(=O)[C@@H]2NC3=CC=CC=C3C2)C=C1)(F)F |r| (rac)-N-(4-(trifluoromethyl)benzyl)indoline-2-carboxamide